C(C(C)C)C1(C2(CCC(C1C(=O)O)C2)CC(C)C)C(=O)O diisobutyl-bicyclo[2.2.1]heptane-2,3-dicarboxylic acid